COC1=CC=C(C=C1)C(OC[C@H](CN1C(N=C(C=C1)NC(C1=CC=CC=C1)=O)=O)O)(C1=CC=CC=C1)C1=CC=C(C=C1)OC N-[1-[(2S)-3-[bis(4-methoxyphenyl)-phenyl-methoxy]-2-hydroxy-propyl]-2-oxo-pyrimidin-4-yl]benzamide